fluoro-2-oxoindoline-5-carboxamide FN1C(CC2=CC(=CC=C12)C(=O)N)=O